isopropyl-imino-2,2-dimethylpyrrolidinate C(C)(C)C1C(C(N(C1)C(=O)[O-])(C)C)=N